calcium formate C(=O)[O-].[Ca+2].C(=O)[O-]